4,4-difluoro-2-(4-fluorophenyl)-N-{4-[3-(6-fluoropyridin-2-yl)-1H-pyrrolo[3,2-b]pyridin-2-yl]pyridin-2-yl}butanamide FC(CC(C(=O)NC1=NC=CC(=C1)C1=C(C2=NC=CC=C2N1)C1=NC(=CC=C1)F)C1=CC=C(C=C1)F)F